(E)-3-(7-Amino-8-oxo-6,7,8,9-tetrahydro-5H-pyrido[2,3-b]azepin-3-yl)-N-methyl-N-((2-methylbenzofuran-3-yl)methyl)acrylamide hydrochloride Cl.NC1CCC2=C(NC1=O)N=CC(=C2)/C=C/C(=O)N(CC2=C(OC1=C2C=CC=C1)C)C